CC=1C(=C2C(=NC1NC1=NC(=CC(=C1)NC)C)CCCO2)C=2C[C@@H](CNCC2)O |r| rac-(3S)-5-[7-methyl-6-[[6-methyl-4-(methylamino)-2-pyridyl]amino]-3,4-dihydro-2H-pyrano[3,2-b]pyridin-8-yl]-2,3,4,7-tetrahydro-1H-azepin-3-ol